ClC1=CC(=C2C(=N1)N(C=N2)CC2CNC(NC2)=O)N2CCOCC2 5-((5-chloro-7-morpholino-3H-imidazo[4,5-b]pyridin-3-yl)methyl)tetrahydropyrimidin-2(1H)-one